(3Z)-11-chloro-3-undecenyl benzyloxymethyl ether C(C1=CC=CC=C1)OCOCC\C=C/CCCCCCCCl